2-[[4-[4-(hydroxymethyl)-1-piperidinyl]-6-methyl-6-[[(3,4,5-trimethoxyphenyl)methyl]amino]-2-pyrimidinyl]amino]-4-methyl-5-thiazolecarboxylic acid ethyl ester C(C)OC(=O)C1=C(N=C(S1)NC=1NC(C=C(N1)N1CCC(CC1)CO)(NCC1=CC(=C(C(=C1)OC)OC)OC)C)C